FC1=CC=C(C=C1)C1=NN(C[C@H]1C1=CC=CC=C1)/C(/NC[C@@H](C)S(N)(=O)=O)=N/S(=O)(=O)C1=CC=C(C=C1)F (R,E)-3-(4-fluorophenyl)-N'-((4-fluorophenyl)sulfonyl)-4-phenyl-N-((R)-2-sulfamoylpropyl)-4,5-dihydro-1H-pyrazole-1-carboximidamide